CCC(CCC)NC=1C(=CC=CC1)N N-(Hexane-3-yl)benzene-1,2-diamine